1-(2-chloroethyl)-3-(2-(2,6-dioxopiperidin-3-yl)-1-oxoisoindolin-5-yl)urea ClCCNC(=O)NC=1C=C2CN(C(C2=CC1)=O)C1C(NC(CC1)=O)=O